FC(C(=O)NCC1CN(CC1)C(=O)NC1=CC=C(C=C1)C(F)(F)F)(C(F)(F)F)F 3-[(2,2,3,3,3-pentafluoropropanamido)methyl]-N-[4-(trifluoromethyl)phenyl]pyrrolidine-1-carboxamide